tert-butyl 5-(((5-cyclohexylpyridin-2-yl)methyl)amino)-1-oxoisoindoline-2-carboxylate C1(CCCCC1)C=1C=CC(=NC1)CNC=1C=C2CN(C(C2=CC1)=O)C(=O)OC(C)(C)C